3-[(3-chloro-2-methoxyphenyl)amino]-2-{2-cyclopropylpyrido[3,2-d]pyrimidin-8-yl}-1H,5H,6H,7H-pyrrolo[3,2-c]pyridin-4-one ClC=1C(=C(C=CC1)NC1=C(NC2=C1C(NCC2)=O)C2=CC=NC1=C2N=C(N=C1)C1CC1)OC